ClC1=CC=C(C=C1)[C@@H](CC1=NOC(=N1)CC=1C(NC(N(C1C)C)=O)=O)F ({3-[(2R)-2-(4-chlorophenyl)-2-fluoroethyl]-1,2,4-oxadiazol-5-yl}methyl)-1,6-dimethylpyrimidine-2,4-dione